[Br-].C(CCC)C1CP2(CC1)CCCC2 2-butyl-5-phosphaspiro[4.4]nonane bromide